C(C)(C)OCCOC1=CC=C(C=N1)/C=C/C(=O)O (E)-3-(6-(2-isopropoxyethoxy)pyridin-3-yl)acrylic acid